1-(4-(4-(2,6-difluorobenzyl)-5-oxo-4,5-dihydro-1H-1,2,4-triazol-1-yl)benzyl)-4-methyl-1H-imidazole-5-carbonitrile FC1=C(CN2C=NN(C2=O)C2=CC=C(CN3C=NC(=C3C#N)C)C=C2)C(=CC=C1)F